CC=1SC(=CC1C(=O)NC1=NC(=NS1)CCl)C1=CC(=CC=C1)C(F)(F)F 2-methyl-5-(3-(trifluoromethyl)phenyl)-N-(3-(chloromethyl)-1,2,4-thiadiazol-5-yl)thiophene-3-carboxamide